OCCNCCCNCCO N,N'-di(2-hydroxyethyl)-1,3-propylenediamine